NC1=NC=2C3=C(C(CC2C=N1)(C)C)C(=NN3)C(=O)NC=3SC=C(N3)CC(N3CCC(CC3)=O)=O 8-amino-4,4-dimethyl-N-{4-[2-oxo-2-(4-oxopiperidin-1-yl)ethyl]-1,3-thiazol-2-yl}-4,5-dihydro-1H-pyrazolo[4,3-H]quinazoline-3-carboxamide